BrC1=CC(=C(C(=O)O)C=C1F)OC(C)C(C)(F)F 4-Bromo-2-{[3,3-difluorobutan-2-yl]oxy}-5-fluorobenzoic acid